ClC1=CC(=NC(=C1C(=O)N)F)Cl 4,6-dichloro-2-fluoronicotinamide